2-(tert-butylamino)-1-(3,4-dimethylphenyl)ethanol C(C)(C)(C)NCC(O)C1=CC(=C(C=C1)C)C